N-[2-(1,3-Benzodioxol-5-yl)-1-methyl-2-oxo-ethyl]-2,2,2-trifluoro-N-methyl-acetamide O1COC2=C1C=CC(=C2)C(C(C)N(C(C(F)(F)F)=O)C)=O